2-((8-(3-aminopiperidin-1-yl)-7-(but-2-yn-1-yl)-3-methyl-2,6-dioxo-2,3,6,7-tetrahydro-1H-purin-1-yl)methyl)-6-(methylamino)nicotinic acid hexyl ester C(CCCCC)OC(C1=C(N=C(C=C1)NC)CN1C(N(C=2N=C(N(C2C1=O)CC#CC)N1CC(CCC1)N)C)=O)=O